7-(2-amino-5-chloropyridin-4-yl)-2,2-dimethyl-2,3-dihydro-1H-pyrrolizine-5-carbonitrile NC1=NC=C(C(=C1)C=1C=C(N2CC(CC12)(C)C)C#N)Cl